COC(=O)N1CCN(CC1)C(=O)C1CN(C(O1)C(F)(F)F)C1=CC(=C(C=C1)C#N)C(F)(F)F Methyl-4-(3-(4-cyano-3-(trifluoromethyl)phenyl)-2-(trifluoromethyl)oxazolidin-5-carbonyl)piperazin-1-carboxylat